1-(4-(4-(5-(2-bromo-6-fluorophenyl)-4,5-dihydroisoxazol-3-yl)thiazol-2-yl)piperidin-1-yl)-2-((3-methoxypyrazin-2-yl)oxy)ethan-1-one BrC1=C(C(=CC=C1)F)C1CC(=NO1)C=1N=C(SC1)C1CCN(CC1)C(COC1=NC=CN=C1OC)=O